5-benzyloxy-3,4-dibromo-2(5H)furanone C(C1=CC=CC=C1)OC1C(=C(C(O1)=O)Br)Br